2-isopropyl-N-[2-(3-oxabicyclo[4.1.0]heptan-6-yl)-4-phenyl-3-pyridyl]pyrimidine-5-carboxamide C(C)(C)C1=NC=C(C=N1)C(=O)NC=1C(=NC=CC1C1=CC=CC=C1)C12CCOCC2C1